C(C1=CC=CC=C1)OC=1C=CC(=NC1Cl)[C@H](CN1C[C@H]2[C@@](C1)([C@@H]([C@@H](C2)OC2=CC=CC=C2)O)O)O (3aR,4R,5R,6aS)-2-((S)-2-(5-(benzyloxy)-6-chloropyridin-2-yl)-2-hydroxyethyl)-5-phenoxyhexahydrocyclopenta[c]pyrrole-3a,4(1H)-diol